N1N=C(C2=C1CCC2)C(=O)OCC ethyl 1,4,5,6-tetrahydrocyclopenta[c]pyrazole-3-carboxylate